C(C)OC(=O)C=1C=NN2C1NC(=CC2=O)C2=CC=C(C=C2)C2CCCCC2 5-(4-cyclohexylphenyl)-7-oxo-4,7-dihydropyrazolo[1,5-a]pyrimidine-3-carboxylic acid ethyl ester